C1(CCCCCCC1)C(C(NC1=CC=C(C=C1)C1CCOCC1)=O)NC(=O)C=1C(=NOC1)C N-{1-Cyclooctyl-2-oxo-2-[4-(tetrahydro-pyran-4-yl)anilino]-ethyl}-3-methyl-isoxazole-4-carboxamide